3-(2-aminoethyl)-1-[5-(difluoromethyl)-1,3,4-thiadiazol-2-yl]-4-(4-isobutyryl-1-piperazinyl)-6-(3-methyl-3-oxetanylaminosulfonyl)-1,3-dihydro-2H-1,3-benzimidazol-2-one NCCN1C(N(C2=C1C(=CC(=C2)S(=O)(=O)NC2(COC2)C)N2CCN(CC2)C(C(C)C)=O)C=2SC(=NN2)C(F)F)=O